BrC=1C(=CN=NC1)NC(OC(C)(C)C)=O tert-Butyl N-(5-bromopyridazin-4-yl)carbamate